decyl (2-(dioctylamino) ethyl) phosphate P(=O)(OCCCCCCCCCC)(OCCN(CCCCCCCC)CCCCCCCC)[O-]